N1=C(C=CC=C1C=O)C=O Pyridine-2,6-dialdehyde